para-diacetyl-benzene C(C)(=O)C1=CC=C(C=C1)C(C)=O